ClC1=NC=C(C(=N1)NC1CCC(CC1)O)C#C[Si](C)(C)C (1s,4s)-4-((2-chloro-5-((trimethylsilyl)ethynyl)pyrimidin-4-yl)amino)cyclohexan-1-ol